7-bromo-4-tert-butyl-6-chloropyrrolo[1,2-b]pyridazine-3-carboxylic acid ethyl ester C(C)OC(=O)C1=C(C=2N(N=C1)C(=C(C2)Cl)Br)C(C)(C)C